FC=1C=C(C=CC1)[C@@H]1N(CCC1)C=1C=CC=2N(N1)C(=CN2)C2=CC=CC(=N2)N2CCN(CC2)CC(=O)OC(C)(C)C tert-butyl (R)-2-(4-(6-(6-(2-(3-fluorophenyl) pyrrolidin-1-yl)imidazo[1,2-b]pyridazin-3-yl)pyridin-2-yl)piperazin-1-yl)acetate